promethium(III) nitrate [N+](=O)([O-])[O-].[Pm+3].[N+](=O)([O-])[O-].[N+](=O)([O-])[O-]